6-fluoro-7-(8-methyl-2,3-dihydro-1H-pyrido[2,3-b][1,4]oxazin-7-yl)-N~2~-(4-{[(propan-2-yl)sulfonyl]methyl}phenyl)quinazoline-2,5-diamine FC1=C(C=2C=NC(=NC2C=C1C1=C(C2=C(OCCN2)N=C1)C)NC1=CC=C(C=C1)CS(=O)(=O)C(C)C)N